BrC=1C=C(N(C1C(NCC1=CC=C(C=C1)Cl)=O)CCNC(=O)OC(C)(C)C)C(=O)OC methyl 4-bromo-1-(2-((tert-butoxycarbonyl)amino)ethyl)-5-((4-chlorobenzyl)carbamoyl)-1H-pyrrole-2-carboxylate